The molecule is a prostanoid that is 18,19,20-trinor-prostaglandin E2 in which one of the terminal methyl hydrogens has been replaced by a phenyl group. It has a role as a human metabolite and a prostaglandin receptor agonist. It is a prostanoid, an alicyclic ketone, a beta-hydroxy ketone, a secondary alcohol, an oxo monocarboxylic acid, a hydroxy monocarboxylic acid and an olefinic compound. C1[C@H]([C@@H]([C@H](C1=O)C/C=C\\CCCC(=O)O)/C=C/[C@H](CCC2=CC=CC=C2)O)O